[C@@]12(COC[C@@H]2C1)C=1N=C2N(C=C(C(=C2)OC)C(=O)NC2=NC(=CC=C2)OC)C1 ((1S,5R)-3-oxabicyclo[3.1.0]hex-1-yl)-7-methoxy-N-(6-methoxypyridin-2-yl)imidazo[1,2-a]pyridine-6-carboxamide